FC1=CC=C(C=C1)C1=CC=2C3=C(C=NC2C=C1)N(C(N3C=3C=C(C#N)C=CC3C)=N)C 3-(8-(4-Fluorophenyl)-2-imino-3-methyl-2,3-dihydro-1H-imidazo[4,5-c]quinolin-1-yl)-4-methylbenzonitrile